2-(3,3-difluorocyclobutyl)quinolin FC1(CC(C1)C1=NC2=CC=CC=C2C=C1)F